FC(C)(F)C1=NC(=CC(=N1)NC1=CC(=NC=C1OCCOC(C)C)NC(C)=O)C N-(4-((2-(1,1-difluoroethyl)-6-methylpyrimidin-4-yl)amino)-5-(2-isopropoxyethoxy)pyridin-2-yl)acetamide